NC1=C(C=C2C(C=C(OC2=C1NS(O)(=O)=O)C1CN(CC1)C(=O)OC(C)(C)C)=O)F (7-amino-2-(1-(tert-butoxycarbonyl)pyrrolidin-3-yl)-6-fluoro-4-oxo-4H-chromen-8-yl)sulfamic acid